CC1(COC=2C(=NC(=CC2)C(C)N2C[C@@H](N(C[C@H]2CC)C=2C=3N=C(N(C3N(C(N2)=O)C)CC)CC#N)C)O1)C 2-(6-((2S,5R)-4-(1-(3,3-dimethyl-2,3-dihydro-[1,4]dioxino[2,3-b]pyridin-6-yl)ethyl)-5-ethyl-2-methylpiperazin-1-yl)-9-ethyl-3-methyl-2-oxo-3,9-dihydro-2H-purin-8-yl)acetonitrile